[2-octadecanoyloxy-1-(octadecanoyloxymethyl)ethyl]octadecanoate C(CCCCCCCCCCCCCCCCC)(=O)OCC(COC(CCCCCCCCCCCCCCCCC)=O)OC(CCCCCCCCCCCCCCCCC)=O